COCCC(C[C@H](N)C(=O)[O-])C(=O)[O-] γ-(2-methoxyethyl)-L-glutamate